(5aR,5bS,7aS,10aS,10bR,12S,12aS)-12-hydroxy-5a,7a-dimethyl-2-(pyridin-2-yl)-4,5,5a,5b,6,7,7a,9,10,10a,10b,11,12,12a-tetradecahydro-8H-cyclopenta[7,8]phenanthro[2,1-d]thiazol-8-one O[C@H]1C[C@H]2[C@H]3[C@](CC[C@@H]2[C@]2(CCC=4N=C(SC4[C@H]12)C1=NC=CC=C1)C)(C(CC3)=O)C